thiochloride (phenyl thiocarbonate) C1(=CC=CC=C1)S=C(O)O.S(Cl)Cl